[F-].CCCCCCCCCCCCCCCCCC octadecane fluoride